tridecyl ether sulfuric acid salt S(O)(O)(=O)=O.C(CCCCCCCCCCCC)OCCCCCCCCCCCCC